C1(CC1)C1=NN=C2N1N=C(C=C2NCC2=NC=CC=C2)NCC2(CCC2)C 3-cyclopropyl-N6-((1-methylcyclobutyl)methyl)-N8-(pyridin-2-ylmethyl)-[1,2,4]triazolo[4,3-b]pyridazine-6,8-diamine